6-(8-chloro-7-quinolyl)spiro[chromane-2,4'-piperidine] 2HCl Cl.Cl.ClC=1C(=CC=C2C=CC=NC12)C=1C=C2CCC3(CCNCC3)OC2=CC1